(S)-1-(4,6-bis(trifluoromethyl)pyridin-2-yl)-N-(4-fluorophenyl)-N-methylpyrrolidine-2-carboxamide FC(C1=CC(=NC(=C1)C(F)(F)F)N1[C@@H](CCC1)C(=O)N(C)C1=CC=C(C=C1)F)(F)F